2-ethyl-2-tertiary butyl-1,3-propanediol C(C)C(CO)(CO)C(C)(C)C